ClC1=NC=CC(=C1Cl)C1C(=NC(=CC1=O)O)C 3-(2,3-dichloropyridin-4-yl)-6-hydroxy-2-methylpyridin-4(3H)-one